3-(2-morpholinothiazol-5-yl)-1H-pyrazolo[4,3-c]pyridazin-6(5H)-one O1CCN(CC1)C=1SC(=CN1)C1=NNC=2C1=NNC(C2)=O